1-methyl-3-(4-sulfobutyl)-1H-imidazol-3-ium CN1C=[N+](C=C1)CCCCS(=O)(=O)O